BrC1=CC(=C(C=C1)NC(CC1=CC=C(C=C1)OC(F)(F)F)=S)I N-(4-bromo-2-iodophenyl)-2-(4-(trifluoromethoxy)phenyl)thioacetamide